FC=1C=C(C=C2CN(C(C12)=O)C1C(NC(CC1)=O)=O)C1=CC(=CC=2N1C=NC2)CN2CCCC2 3-(7-fluoro-1-oxo-5-(7-(pyrrolidin-1-ylmethyl)imidazo[1,5-a]pyridin-5-yl)isoindolin-2-yl)piperidine-2,6-dione